FC=1C(=C(C=CC1)C1=NC=C2NC(N(C2=N1)CC1=CC=C(C=C1)C=1N(C=C(N1)C(F)(F)F)C)=O)C(C)C 2-(3-fluoro-2-isopropylphenyl)-9-(4-(1-methyl-4-(trifluoromethyl)-1H-imidazol-2-yl)benzyl)-7,9-dihydro-8H-purin-8-one